C1=C(C=C(C=2C(C3=CC=CC=C3C(C12)=O)=O)C(=O)Cl)C(=O)Cl 4-anthraquinonedicarboxylic acid chloride